N1(CCCC1)C(COC(CNCCN)C)C 2-[2-(1-pyrrolidinyl)propoxy]propyl-N-(2-aminoethyl)-amine